CO[C@@H]1[C@H](CCC1)C1=NC2=CC=C(C=C2C=C1)CN1C[C@H](CC1)OC=1C=C2CN(C(C2=CC1)=O)C1C(NC(CC1)=O)=O 3-(5-(((S)-1-((2-((1R,2S)-2-Methoxycyclopentyl)quinolin-6-yl)methyl)pyrrolidin-3-yl)oxy)-1-oxoisoindolin-2-yl)piperidine-2,6-dione